O1CCOC2=C1C=CC=C2C2=CC=C(C(=N2)OC)NC=2C=C(CNCC1CC(NCC1)=O)C=CC2 4-({3-[6-(2,3-Dihydro-benzo[1,4]dioxin-5-yl)-2-methoxy-pyridin-3-ylamino]-benzylamino}-methyl)-piperidin-2-one